tert-butyl 4-[2-(2-methoxyphenyl)pyrimidin-4-yl]piperazine-1-carboxylate COC1=C(C=CC=C1)C1=NC=CC(=N1)N1CCN(CC1)C(=O)OC(C)(C)C